BrC=1C=C2C(NC(C2=CC1)=O)=O 5-bromo-2,3-dihydro-1H-isoindole-1,3-dione